N(=C=O)C=1C=C(C=CC1C)NC(OCCCCCCCCOC(NC1=CC(=C(C=C1)C)N=C=O)=O)=O octane-1,8-diyl bis((3-isocyanato-4-methylphenyl) carbamate)